Cl.Cl.C1(CCC1)[C@H]1CN(C[C@H](N1)C)C=1N=NC(=CN1)C1=C(C=C(C=C1)C=1C(=NNC1)F)O 2-{3-[(3s,5r)-3-cyclobutyl-5-methylpiperazin-1-yl]-1,2,4-triazin-6-yl}-5-(3-fluoro-1H-pyrazol-4-yl)phenol dihydrochloride